Cl.FC=1C=2N(C=C(C1)C=1N=C3N(C(N1)=O)C=C(C=C3C)N3CCNC1(CC1)C3)C=C(N2)C 2-(8-fluoro-2-methylimidazo[1,2-a]pyridin-6-yl)-9-methyl-7-(4,7-diazaspiro[2.5]octan-7-yl)-4H-pyrido[1,2-a][1,3,5]triazin-4-one HCl salt